P(=O)(O)(O)OC[C@H](N)C(=O)O 3-phospho-L-serine